β-Mannosylglycerat [C@@H]1([C@@H](O)[C@@H](O)[C@H](O)[C@H](O1)CO)OC(C(O)CO)=O